C[C@@H]1O[C@@H](CN(C1)C1=CC=CC(=N1)C1=NC2=CC(=NC=C2C=C1)CNC(=O)C1=CC2=C(CN(C[C@@H](S2(=O)=O)F)C)C=C1)C (R)-N-((2-(6-((2S,6R)-2,6-dimethylmorpholino)pyridin-2-yl)-1,6-naphthyridin-7-yl)methyl)-2-fluoro-4-methyl-2,3,4,5-tetrahydrobenzo[f][1,4]thiazepine-8-carboxamide 1,1-dioxide